ClC1=C(C=C(C=C1)C1=CN=CC(=N1)CN1C(OC[C@@H]1C)=O)OC(F)F (4S)-3-[[6-[4-Chloro-3-(difluoromethoxy)phenyl]pyrazin-2-yl]methyl]-4-methyl-oxazolidin-2-one